2,3-difluoro-N-(4-fluorophenyl)benzamide tert-butyl-(3-(7-cyano-9-(4-nitrophenyl)-3-oxo-1H-pyrrolo[3,4-b]indolizin-2(3H)-yl)propyl)carbamate C(C)(C)(C)N(C(O)=O)CCCN1CC=2C(=C3C=C(C=CN3C2C1=O)C#N)C1=CC=C(C=C1)[N+](=O)[O-].FC1=C(C(=O)NC2=CC=C(C=C2)F)C=CC=C1F